(S)-2-ethyl-4-(5-hydroxy-6-methoxy-4-nitrobenzo[b]thiophen-2-yl)-4-oxobutanoic acid C(C)[C@H](C(=O)O)CC(=O)C1=CC2=C(S1)C=C(C(=C2[N+](=O)[O-])O)OC